C1(=CC=CC=C1)C1=NC(N=C2OC3=C(N21)C=C(C=C3)N3C2=CC=CC=C2C=2C=C(C=CC32)C=3C=CC=2N(C1=CC=CC=C1C2C3)C3=CC=CC=C3)=O 4-Phenyl-7-[3-(9-phenylcarbazol-3-yl)carbazol-9-yl]-[1,3,5]triazino-[2,1-b][1,3]benzoxazole-2-on